CN(C1=CC=CC(=N1)NCC1=CC(=C(C(=C1)O)N1CC(NS1(=O)=O)=O)F)C 5-[4-[[[6-(dimethylamino)-2-pyridinyl]amino]methyl]-2-fluoro-6-hydroxy-phenyl]-1,1-dioxo-1,2,5-thiadiazolidin-3-one